CN1N=C2C(NCCC2=C1C1=NC(=CN=C1)C(F)(F)F)C 2,7-dimethyl-3-[6-(trifluoromethyl)pyrazin-2-yl]-4,5,6,7-tetrahydropyrazolo[3,4-c]pyridine